2-myristoylglycinamide C(CCCCCCCCCCCCC)(=O)C(N)C(=O)N